C(=O)(O)C(CC=1C=C(CN(CC2=NNC3=CC=C(C=C23)CC(C(=O)O)C2CNCC2)CC2=NNC3=CC=C(C=C23)CC(C(=O)O)C2CNCC2)C=CC1)C1CNCC1 3,3'-((((3-(2-carboxy-2-(pyrrolidin-3-yl)ethyl)benzyl)azanediyl)bis(methylene))bis(1H-indazole-3,5-diyl))bis(2-(pyrrolidin-3-yl)propanoic acid)